C(CCCCCCCCCCC)(=O)SCCC[Si](OC)(OC)OC 3-lauroylthiopropyltrimethoxysilane